C1(=C(C=CC=C1)C(NC1=CC(=CC=C1)Br)NC1=CC(=CC=C1)Br)C (o-tolylmethylene)bis(3-bromoaniline)